5-benzyloxy-1-(1-methylallyl)-4,6-dioxo-7-((2,4,6-trifluorophenyl)methylcarbamoyl)-2H-pyrido[2,1-f][1,2,4]triazin-3-ylbut-3-enyl acetate C(C)(=O)OCCC=CN1CN(N2C(C1=O)=C(C(C(=C2)C(NCC2=C(C=C(C=C2F)F)F)=O)=O)OCC2=CC=CC=C2)C(C=C)C